NC[C@H](F)C=1C=NC(=NC1)C1=C(C=C(C#N)C=C1)OC=1N(N=C(C1)N(C)C)C 4-[5-[(1R)-2-amino-1-fluoroethyl]pyrimidin-2-yl]-3-[5-(dimethylamino)-2-methylpyrazol-3-yl]oxybenzonitrile